The molecule is a hydrochloride obtained by combining daclatasvir with two molar equivalents of hydrochloric acid. It is a potent inhibitor of nonstructural protein 5A and is used for treatment of hepatitis C. It has a role as an antiviral drug and a nonstructural protein 5A inhibitor. It contains a daclatasvir(2+). CC(C)[C@@H](C(=O)N1CCC[C@H]1C2=NC=C(N2)C3=CC=C(C=C3)C4=CC=C(C=C4)C5=CN=C(N5)[C@@H]6CCCN6C(=O)[C@H](C(C)C)NC(=O)OC)NC(=O)OC.Cl.Cl